O=P(C1=C(C=CC=C1)OC1=C(C=CC=C1)P(C1=CC=CC=C1)(C1=CC=CC=C1)=O)(C1=CC=CC=C1)C1=CC=CC=C1 di[2-((oxo)diphenyl-phosphino)phenyl]Ether